1-(5-fluoro-2-((3-methoxy-1-((2S,4R)-2-methylpiperidin-4-yl)-1H-pyrazol-4-yl)amino)pyrimidin-4-yl)-1H-indole-4-carbonitrile FC=1C(=NC(=NC1)NC=1C(=NN(C1)[C@H]1C[C@@H](NCC1)C)OC)N1C=CC=2C(=CC=CC12)C#N